(1R,2S)-2-(4-fluorophenyl)-1-((R)-1-(5-hydroxy-4-oxo-1,4-dihydropyridazine-3-carbonyl)pyrrolidin-2-yl)-2-(3-(trifluoromethyl)phenyl)ethylmethanesulfonate FC1=CC=C(C=C1)[C@H]([C@H]([C@@H]1N(CCC1)C(=O)C1=NNC=C(C1=O)O)CS(=O)(=O)[O-])C1=CC(=CC=C1)C(F)(F)F